(2R)-2-[trans-4-(tert-Butoxycarbonylamino)cyclohexyl]-7-chloro-2,4-dimethyl-1,3-benzodioxole-5-carboxylic acid C(C)(C)(C)OC(=O)N[C@@H]1CC[C@H](CC1)[C@@]1(OC2=C(O1)C(=CC(=C2C)C(=O)O)Cl)C